Cl.C1(CCCCC1)C(C(=O)NC1CCCCC1)N1C(=NC2=C1C=CC=C2)C2=CC=C(C=C2)N2C=NN=C2 2,N-dicyclohexyl-2-[2-(4-[1,2,4]triazol-4-yl-phenyl)-benzimidazol-1-yl]-acetamide hydrogen chloride